CNC1CCC(CC1)N(C(=O)C1=C(C2=C(S1)C=CC=C2)Cl)C2=C(C=CC=C2)C=2C=NC=CC2 N-methyl-N'-(3-pyridylphenyl)-N'-(3-chlorobenzo[b]thiophene-2-carbonyl)-1,4-diaminocyclohexane